C(CCCCCCCCCCCCCCCCCCCCCCCCC)[NH+](C[C@H](O)[C@@H](O)[C@H](O)CO)C 1-deoxy-1-[hexacosyl-(methyl)ammonio]-D-xylitol